COC(CC)=O.C(C1=CC=CO1)SC(S)=S S-furfuryl-trithiocarbonic acid methyl-propionate